tert-butyl (7aR)-4-bromo-5-chloro-1-methyl-13-oxo-1,7a,8,10,11,13-hexahydroimidazo[4,5-g]pyrazino[2,1-c][1,4]benzoxazepine-9(7H)-carboxylate BrC1=C(C2=C(C(N3[C@@H](CO2)CN(CC3)C(=O)OC(C)(C)C)=O)C3=C1N=CN3C)Cl